7-(Cyclobutylmethoxy)-5-fluoro-2-(((1-(2-hydroxyacetyl)piperidin-4-yl)thio)methyl)quinazolin-4(3H)-one C1(CCC1)COC1=CC(=C2C(NC(=NC2=C1)CSC1CCN(CC1)C(CO)=O)=O)F